FC1=C2C(=CNC2=CC=C1)CC(C)N 1-(4-fluoro-1H-indol-3-yl)propane-2-amine